O[C@]1(C[C@]2(CN(C(O2)=O)C2=NC=C(N=C2)C(C)(C)OCC2=CC=C(C=C2)OC)CCC1)CN1C=NC2=C1C=C(C=C2)C#N (((5S,7R)-7-hydroxy-3-(5-(2-((4-methoxybenzyl)oxy)propan-2-yl)pyrazin-2-yl)-2-oxo-1-oxa-3-azaspiro[4.5]decan-7-yl)methyl)-1H-benzo[d]imidazole-6-carbonitrile